5-{2-amino-[1,2,4]triazolo[1,5-a]pyridin-7-yl}-N-{[2-fluoro-5-(trifluoromethoxy)phenyl]methyl}-2,6-dimethylpyridine-3-carboxamide NC1=NN2C(C=C(C=C2)C=2C=C(C(=NC2C)C)C(=O)NCC2=C(C=CC(=C2)OC(F)(F)F)F)=N1